C1CCC2=C(C=3CCCC3C=C12)NC(=O)N=[S@@](=O)(N)C=1C=NC(=CC1)CC(C)C (S)-N'-((1,2,3,5,6,7-hexahydro-s-indacen-4-yl)carbamoyl)-6-isobutyl-pyridine-3-sulfonimidamide